FC1(CC(C1)C(=O)NC1=CC(=C(N=N1)C(=O)NC([2H])([2H])[2H])NC1=NC=CC=2C=3C([C@H](N(C12)C)C)=NN(N3)C)F |o1:29| rel-(R)-6-(3,3-difluorocyclobutane-1-carboxamido)-N-(methyl-d3)-4-((2,4,5-trimethyl-4,5-dihydro-2H-[1,2,3]triazolo[4,5-c][1,7]naphthyridin-6-yl)amino)pyridazine-3-carboxamide